2-({3-[(4-bromophenoxy)methyl]-4-methoxybenzoyl}amino)-5-isopropyl-3-thiophenecarboxamide BrC1=CC=C(OCC=2C=C(C(=O)NC=3SC(=CC3C(=O)N)C(C)C)C=CC2OC)C=C1